(R)-2-(4-fluorophenyl)piperidine FC1=CC=C(C=C1)[C@@H]1NCCCC1